dioxetin O1OC=C1